Diphenyl[phenyldibenzofuranyl]triazine C1(=CC=CC=C1)C1=C(C(=NN=N1)C1=C(C=CC=2OC3=C(C21)C=CC=C3)C3=CC=CC=C3)C3=CC=CC=C3